6-(2-Methyl-4-(4,4,5,5-tetramethyl-1,3,2-dioxaborolan-2-yl)benzyl)-6,7-dihydro-5H-pyrrolo[3,4-b]pyridin-5-one-7,7-d2 CC1=C(CN2C(C3=NC=CC=C3C2=O)([2H])[2H])C=CC(=C1)B1OC(C(O1)(C)C)(C)C